[PH2](OC(CCCCC)CCC)=O propylhexyl phosphinate